1,5-Dimethyl-3-(3-(tert-Butyl)phenyl)-pyrazol-4-ol CN1N=C(C(=C1C)O)C1=CC(=CC=C1)C(C)(C)C